tert-butyl 2-(4-bromo-3-fluorophenyl)morpholine-4-carboxylate BrC1=C(C=C(C=C1)C1CN(CCO1)C(=O)OC(C)(C)C)F